(Racemic)-N-((2-(6-(3-hydroxy-3-methylpyrrolidin-1-yl)pyridin-2-yl)-1,6-naphthyridin-7-yl)methyl)-5-(methylsulfonyl)nicotinamide O[C@]1(CN(CC1)C1=CC=CC(=N1)C1=NC2=CC(=NC=C2C=C1)CNC(C1=CN=CC(=C1)S(=O)(=O)C)=O)C |r|